(R)-4-[5-amino-6-[[1-(1-methyl-4-piperidinyl)-4-pyrazolyl]oxy]-2-pyrazinyl]-N-[2-(3-fluoro-1-pyrrolidinyl)ethyl]-2,6-dimethylbenzamide NC=1N=CC(=NC1OC=1C=NN(C1)C1CCN(CC1)C)C1=CC(=C(C(=O)NCCN2C[C@@H](CC2)F)C(=C1)C)C